4H-spiro[cyclohexane-1,3'-pyrrolo[3,2-b]pyridine]-2',4(1'H)-dione N1C(C2(C3=NC=CC=C31)CCC(CC2)=O)=O